3-(2,6-difluoro-3,5-dimethoxyphenyl)-7-(1,3-dimethyl-1H-pyrazol-4-yl)-1-(1-propyl-1H-pyrazol-4-yl)-3,4-dihydropyrido[4,3-d]pyrimidin-2(1H)-one FC1=C(C(=C(C=C1OC)OC)F)N1C(N(C2=C(C1)C=NC(=C2)C=2C(=NN(C2)C)C)C=2C=NN(C2)CCC)=O